2-bromo-N-(2-chloro-4-(trifluoromethyl)phenyl)acetamide-2,2-d2 BrC(C(=O)NC1=C(C=C(C=C1)C(F)(F)F)Cl)([2H])[2H]